3-(1-([1,2,4]triazolo[4,3-b]pyridazin-6-yl)-3,5-dimethyl-1H-pyrazol-4-yl)-N-(3-phenylpropyl)propanamide N=1N=CN2N=C(C=CC21)N2N=C(C(=C2C)CCC(=O)NCCCC2=CC=CC=C2)C